4-(((6-(1-(tert-butoxycarbonyl)piperidin-4-yl)pyridine-2-yl)oxy)methyl)-3-chlorobenzoic acid C(C)(C)(C)OC(=O)N1CCC(CC1)C1=CC=CC(=N1)OCC1=C(C=C(C(=O)O)C=C1)Cl